2-(2-(piperazinyl)ethylthio)-4-(3-chloro-4-fluoroanilino)pyrazolo[1,5-a][1,3,5]triazine N1(CCNCC1)CCSC1=NC=2N(C(=N1)NC1=CC(=C(C=C1)F)Cl)N=CC2